2-methyl-5-(2-oxo-2',3',5',6'-tetrahydrospiro[indoline-3,4'-pyran]-6-yl)benzoic acid CC1=C(C(=O)O)C=C(C=C1)C1=CC=C2C(=C1)NC(C21CCOCC1)=O